4-[[(2R,3S,4S,5S)-3-[3,4-Difluoro-2-(trideuteriomethoxy)phenyl]-4,5-dimethyl-5-(trifluoromethyl)tetrahydrofuran-2-carbonyl]amino]-1-oxido-pyridin-1-ium-2-carboxamid FC=1C(=C(C=CC1F)[C@H]1[C@@H](O[C@@]([C@H]1C)(C(F)(F)F)C)C(=O)NC1=CC(=[N+](C=C1)[O-])C(=O)N)OC([2H])([2H])[2H]